2-chloro-5-fluoronicotinic acid ClC1=C(C(=O)O)C=C(C=N1)F